tert-butyl (S)-4-(5-chloro-4-(methylthio)pyrimidin-2-yl)-3-ethylpiperazine-1-carboxylate ClC=1C(=NC(=NC1)N1[C@H](CN(CC1)C(=O)OC(C)(C)C)CC)SC